(isobutyl-cyclopentadienyl)tris(dimethylamino)hafnium C(C(C)C)C1(C=CC=C1)[Hf](N(C)C)(N(C)C)N(C)C